3-(3-(3-((tert-butyldimethylsilyl)oxy)propoxy)-5-methyl-4-nitro-1H-pyrazol-1-yl)-2-(1,1-difluoroethyl)pyridine [Si](C)(C)(C(C)(C)C)OCCCOC1=NN(C(=C1[N+](=O)[O-])C)C=1C(=NC=CC1)C(C)(F)F